I(=O)(=O)[O-].[K+].O water potassium iodate